ClC1=CC=C(C(=N1)C(=O)NS(=O)(=O)C)N[C@H](C)C=1C=C(C=C2C(N(C(=NC12)N1CCC(CC1)C1=NN(C(=N1)C)C)C)=O)C (R)-6-chloro-3-((1-(2-(4-(1,5-dimethyl-1H-1,2,4-triazol-3-yl)piperidin-1-yl)-3,6-dimethyl-4-oxo-3,4-dihydroquinazolin-8-yl)ethyl)amino)-N-(methylsulfonyl)picolinamide